FC(C1=CC=C2C(CC(NC2=C1)=O)=O)(F)F 7-(trifluoromethyl)quinoline-2,4(1H,3H)-dione